4-(1-amino-3-ethoxy-3-oxo-propyl)piperidine-1-carboxylic acid tert-butyl ester C(C)(C)(C)OC(=O)N1CCC(CC1)C(CC(=O)OCC)N